O=C1NC(CCC1N1C(N(C2=C1C=CC(=C2)N(C2CN(CC2)C(=O)OC(C)(C)C)C)C)=O)=O Tert-butyl 3-{[1-(2,6-dioxopiperidin-3-yl)-3-methyl-2-oxo-1,3-benzodiazol-5-yl](methyl)amino}pyrrolidine-1-carboxylate